(4-methylpiperazin-1-yl)(4-morpholino-2-(3-(m-tolyl)-1H-pyrazol-1-yl)thieno[3,2-d]pyrimidin-6-yl)methanone CN1CCN(CC1)C(=O)C1=CC=2N=C(N=C(C2S1)N1CCOCC1)N1N=C(C=C1)C=1C=C(C=CC1)C